tert-butyl-6-(2-((4-(6-(3-hydroxylphenyl)imidazo[2,1-b]oxazol-5-yl)pyrimidin-2-yl)amino)ethyl)-1,2,6-thiadiazinane-2-carboxylate 1,1-dioxide C(C)(C)(C)C1N(S(N(CC1)CCNC1=NC=CC(=N1)C1=C(N=C2OC=CN21)C2=CC(=CC=C2)O)(=O)=O)C(=O)[O-]